O=C([C@H](CCCC)NC(O[C@H](C(C)(C)C1=CC(=CC=C1)Cl)C1=CC=CC=C1)=O)N[C@H](C=O)C[C@@H]1C(NCC1)=O (S)-2-(3-chlorophenyl)-2-methyl-1-phenylpropyl ((S)-1-oxo-1-(((S)-1-oxo-3-((R)-2-oxopyrrolidin-3-yl)propan-2-yl)amino)hexan-2-yl)carbamate